(1s,3s)-3-(1,3-dioxoisoindoline-2-yl)cyclobutane O=C1N(C(C2=CC=CC=C12)=O)C1CCC1